SCSC(SCSC(CSCSSC1SCCS1)S(C)SCS)C(SCS)SCS 4-(3,4-bis(mercaptomethylthio)-6-mercapto-2,5-dithiahexylthio)-5-mercaptomethylmercapto-2,5-dithiahexylthioThio-1,3-dithiolane